4-(6-Cyclopropyl-2-(ethyl-(isopropyl)amino)pyrimidine-4-amido)benzoic acid C1(CC1)C1=CC(=NC(=N1)N(C(C)C)CC)C(=O)NC1=CC=C(C(=O)O)C=C1